C1(CC1)[C@H](C=1C=NC2=CC=CC=C2C1)NC=1C2=C(N=C(N1)N1N=NC=C1)C=NN2C(CC)CC ((R)-cyclopropyl-quinolin-3-yl-methyl)-[1-(1-ethyl-propyl)-5-[1,2,3]triazol-1-yl-1H-pyrazolo[4,3-d]pyrimidin-7-yl]-amine